N1=C(C=CC=C1)C1=C(C=CC=C1C(=O)NN)C(=O)NN.[Na] sodium pyridyl-1,3-benzenedihydrazide